2,2,14,14-Tetramethyl-8-hydroxypentadecanedioic acid CC(C(=O)O)(CCCCCC(CCCCCC(C(=O)O)(C)C)O)C